Dinitropyrene C1=CC2=C3C(=C1)C=CC4=C3C(=CC(=C4[N+](=O)[O-])[N+](=O)[O-])C=C2